FC1=C(OC2=C(C=C(C=C2)[N+](=O)[O-])C2=CC(=NC(=C2)C)C)C=CC(=C1)F 4-(2-(2,4-difluorophenoxy)-5-nitrophenyl)-2,6-dimethylpyridine